COC1=C(C=C2C(=NC=NC2=C1)C=1C(=NN(C1)C)C1=CC=CC=C1)C1=CC=CC=2N(C(=NC21)CO)C (4-(7-methoxy-4-(1-methyl-3-phenyl-1H-pyrazol-4-yl)quinazolin-6-yl)-1-methyl-1H-benzo[d]imidazol-2-yl)methanol